FC1([C@H]2C[C@@H]([C@H]([C@@H](C1)N2)OC)C(=C)C=2N=CC(=NC2)C2=C(C=C(C=C2)N2C=NC=C2)O)F 2-(5-(1-((1r,2r,3r,5r)-6,6-difluoro-2-methoxy-8-azabicyclo[3.2.1]oct-3-yl)vinyl)pyrazin-2-yl)-5-(1H-imidazol-1-yl)phenol